OC1=CC=C(C=C1)C1(CC(CCC1)(C)C)C1=CC=C(C=C1)O 1,1-bis(4-hydroxyphenyl)-3,3-dimethylcyclohexane